(3S)-N-{1-[2-cyano-4-(trifluoromethyl)phenyl]-4-{2'-ethoxy-[2,3'-bipyridinyl]-5-yl}piperidin-4-yl}-1-methylpyrrolidine-3-carboxamide C(#N)C1=C(C=CC(=C1)C(F)(F)F)N1CCC(CC1)(C=1C=CC(=NC1)C=1C(=NC=CC1)OCC)NC(=O)[C@@H]1CN(CC1)C